[1,3-bis-(2,4,6-trimethylphenyl)-2-imidazolidinylidene]dichloro(o-isopropoxyphenylmethylene)ruthenium (II) CC1=C(C(=CC(=C1)C)C)N1C(N(CC1)C1=C(C=C(C=C1C)C)C)=[Ru-4](=CC1=C(C=CC=C1)OC(C)C)(Cl)Cl